N-(8,9-Difluoro-3,3-dioxido-6-oxo-2,4,5,6-tetrahydro-1H-thiopyrano[3,4-c]isoquinolin-1-yl)-8-fluoro-N-methylindolizine-2-carboxamide FC=1C(=CC=2C3=C(NC(C2C1)=O)CS(CC3N(C(=O)C=3C=C1C(=CC=CN1C3)F)C)(=O)=O)F